2-[1-[(3,5-difluorophenyl)methyl]pyrazol-4-yl]-5-propyl-3H-imidazo[2,1-b]purin-4-one FC=1C=C(C=C(C1)F)CN1N=CC(=C1)C1=NC=2N3C(N(C(C2N1)=O)CCC)=NC=C3